C(C1=CC=CC=C1)N1N=C(C=C1C(=O)N[C@H](C(=O)NC)CC1=CC(=CC=C1)Br)C1=CC=C(C=C1)OC (S)-1-benzyl-N-(3-(3-bromophenyl)-1-(methylamino)-1-oxopropan-2-yl)-3-(4-methoxyphenyl)-1H-pyrazole-5-carboxamide